N1CCC2(CC1)CC1=C(C=NC=C1)C2 spiro[5H-cyclopenta[c]pyridine-6,4'-piperidine]